1-(4-(3-(bicyclo[4.1.0]heptan-2-yl)-1,2,4-oxadiazol-5-yl)piperidin-1-yl)-2-(4-methyl-1,2,5-oxadiazol-3-yl)ethan-1-one C12C(CCCC2C1)C1=NOC(=N1)C1CCN(CC1)C(CC1=NON=C1C)=O